N-(3-(1-(2,6-dioxopiperidin-3-yl)-1H-indazol-6-yl)prop-2-yn-1-yl)-5-(8-(7-ethyl-1,3-dimethyl-2-oxo-1,2,3,4-tetrahydropyrido[2,3-d]pyrimidin-5-yl)isoquinolin-3-yl)picolinamide O=C1NC(CCC1N1N=CC2=CC=C(C=C12)C#CCNC(C1=NC=C(C=C1)C=1N=CC2=C(C=CC=C2C1)C1=CC(=NC=2N(C(N(CC21)C)=O)C)CC)=O)=O